CC1CCN(CC1)C(C#N)C#N 2-(4-methylpiperidin-1-yl)malononitrile